C1C=CC(=CC=1)[P](C1C=CC=CC=1)(C1C=CC=CC=1)[Pd]([P](C1C=CC=CC=1)(C1C=CC=CC=1)C1C=CC=CC=1)(Cl)Cl dichlorobis(triphenylphosphine) Palladium (II)